nonyl 8-[2-(dimethylamino)ethylamino]octanoate CN(CCNCCCCCCCC(=O)OCCCCCCCCC)C